BrC1=CC=C(C=C1)N1C(N(C2=C1C(=CC=C2)C)CC(=O)O)=O 2-[3-(4-bromophenyl)-4-methyl-2-oxobenzimidazol-1-yl]acetic acid